[1,3]thiazolo[4,5-b]pyrazin-2-amine S1C(=NC2=NC=CN=C21)N